2-chloro-4-((Methyl 2-(difluoromethyl)benzofuran-7-yl)oxy)benzoate ClC1=C(C(=O)[O-])C=CC(=C1)OC1=CC=CC=2C(=C(OC21)C(F)F)C